(R)-6-(4-ethylpiperazin-1-yl)-N-(1-(2-fluoro-3-(trifluoromethyl)phenyl)ethyl)-7-methoxypyrido[2,3-d]pyrimidin-4-amine C(C)N1CCN(CC1)C1=CC2=C(N=CN=C2N[C@H](C)C2=C(C(=CC=C2)C(F)(F)F)F)N=C1OC